CN(C1=CC=NC2=C(C=CC=C12)S(=O)(=O)NC1=C(C=CC=C1)C#CC=1C(=CC(=NC1)C(=O)O)OC)C 5-[2-(4-Dimethylamino-quinoline-8-sulfonylamino)-phenylethynyl]-4-methoxy-pyridine-2-carboxylic acid